FC=1C=C(C=CC1)C(CC1=NC(=NC(=N1)N[C@@H](CO)CC(C)C)NS(=O)(=O)C)C N-(4-(2-(3-Fluorophenyl)propyl)-6-(((R)-1-hydroxy-4-methylpentan-2-yl)amino)-1,3,5-triazin-2-yl)methanesulfonamide